ClC=1C=C(C=CC1Cl)C1=NOC(=N1)C1[C@H]2CN(C[C@@H]1C2)C(CC2=NC=NN2C)=O 1-((1R,5S,6s)-6-(3-(3,4-dichlorophenyl)-1,2,4-oxadiazol-5-yl)-3-azabicyclo[3.1.1]heptan-3-yl)-2-(1-methyl-1H-1,2,4-triazol-5-yl)ethan-1-one